(S)-5-((4-((2-hydroxy-1-phenylethyl)amino)-5-(3-(pyridin-3-yl)-1,2,4-oxadiazol-5-yl)pyrimidin-2-yl)amino)-3,3-dimethylisoindolin-1-one OC[C@H](C1=CC=CC=C1)NC1=NC(=NC=C1C1=NC(=NO1)C=1C=NC=CC1)NC=1C=C2C(NC(C2=CC1)=O)(C)C